BrC=1C=CC=2N(C3=CC=C(C=C3C2C1)Br)C=1C=NC2=CC=CC=C2C1 3,6-dibromo-9-(quinolin-3-yl)-9H-carbazole